C1(C=CCC1)CC(=O)OCC ethyl 2-cyclopent-2-en-1-ylacetate